ClC1=C2C(=NC=C1C1=C(C(=CC=C1)C1=NC=CC(=C1C)CC#N)F)NCC21CC(CC1)(C#N)C 4'-Chloro-5'-(3-(4-(cyanomethyl)-3-methylpyridin-2-yl)-2-fluorophenyl)-3-methyl-1',2'-dihydrospiro[cyclopentane-1,3'-pyrrolo[2,3-b]pyridine]-3-carbonitrile